N-ethyl-2-morpholinopropanamide C(C)NC(C(C)N1CCOCC1)=O